fluoro-2'-deoxycytidine-5'-monophosphate P(=O)(O)(O)OC[C@@H]1[C@H](C[C@@](O1)(N1C(=O)N=C(N)C=C1)F)O